7-(1-hydroxycyclopent-3-en-1-yl)-12-oxa-3-thia-6-azatricyclo[6.4.1.04,13]trideca-1,4(13),7-trien-5-one OC1(CC=CC1)C=1NC(C=2SC=C3OCCCC1C32)=O